5-[2-(Dimethylamino)ethylamino]-1-methyl-2-oxo-N-[5-(trifluoromethyl)pyrimidin-2-yl]quinoline-3-carboxamide CN(CCNC1=C2C=C(C(N(C2=CC=C1)C)=O)C(=O)NC1=NC=C(C=N1)C(F)(F)F)C